C(C(C)C)(=O)C=1N=C(SC1)C(C1=CN(C2=CC=CC=C12)C(=O)OC(C)(C)C)O[Si](C)(C)C tert-Butyl 3-((4-isobutyrylthiazol-2-yl)(trimethylsilyloxy)methyl)-1H-indole-1-carboxylate